N[C@H]1CS(C2=C(N(C1=O)CC1=CC=C(C=C1)Cl)C=C(C(=C2)F)C2=NOC(=N2)C(=O)NCC(F)(F)F)(=O)=O 3-[(3R)-3-amino-5-[(4-chlorophenyl)methyl]-8-fluoro-1,1,4-trioxo-2,3-dihydro-1lambda6,5-benzothiazepin-7-yl]-N-(2,2,2-trifluoroethyl)-1,2,4-oxadiazole-5-carboxamide